(methoxymethyl)-N-methyl-3-(prop-2-yn-1-ylamino)-1a,6b-dihydro-1H-cycloprop[b]benzofuran-6-carboxamide COCC1C2OC3=C(C21)C(=CC=C3NCC#C)C(=O)NC